(5aR,5bS,7aS,10aS,10bR,12aR)-5a,7a-dimethyl-2-(3-methylphenyl)-4,5,5a,5b,6,7,7a,9,10,10a,10b,11,12,12a-tetradecahydro-8H-cyclopenta[7,8]phenanthro[2,1-d]thiazol-8-one C[C@@]12CCC=3N=C(SC3[C@@H]2CC[C@H]2[C@H]3[C@](CC[C@H]12)(C(CC3)=O)C)C3=CC(=CC=C3)C